N1=C(C(=CC=C1)C(=O)[O-])C1=CC=NC=C1.[Li+] lithium [2,4'-bipyridine]-3-carboxylate